C(C)(=O)N1CC=2N(CC1)C(=NC2C=2C=CC=C1C=C(N=CC21)C=2C=CC(=NC2)C(=O)NCC#CC=2C=C1CN(C(C1=CC2)=O)C2C(NC(CC2)=O)=O)CC 5-(8-(7-Acetyl-3-ethyl-5,6,7,8-tetrahydroimidazo[1,5-a]pyrazin-1-yl)isoquinolin-3-yl)-N-(3-(2-(2,6-dioxopiperidin-3-yl)-1-oxoisoindolin-5-yl)prop-2-yn-1-yl)picolinamide